CCCCC/C=C\C/C=C\CCCCCCCCCCCC(=O)OC[C@H](COP(=O)([O-])OCC[N+](C)(C)C)OC(=O)CCCC/C=C\C/C=C\C/C=C\C/C=C\CC 1-(13Z,16Z-docosadienoyl)-2-(6Z,9Z,12Z,15Z-octadecatetraenoyl)-glycero-3-phosphocholine